FC(OC=1C=C(C=CC1)NN)(F)F (3-(trifluoromethoxy)phenyl)hydrazine